2-(1-(tert-butoxycarbonyl)pyrrolidin-3-yl)-4-((tert-butyldimethylsilyl)oxy)butanoic acid C(C)(C)(C)OC(=O)N1CC(CC1)C(C(=O)O)CCO[Si](C)(C)C(C)(C)C